O=C(CCCCCCC(=O)OC(C)CCCCCCCC)CCCCCCC(=O)OC(CCCCCCCC)CCCCCCCC 1-(decan-2-yl) 15-(heptadecan-9-yl) 8-oxopentadecanedioate